N-(6-(3-(5-chloro-2-(trifluoromethyl)phenylsulfonamido)-2,6-difluorophenyl)quinazolin-2-yl)pivalamide ClC=1C=CC(=C(C1)S(=O)(=O)NC=1C(=C(C(=CC1)F)C=1C=C2C=NC(=NC2=CC1)NC(C(C)(C)C)=O)F)C(F)(F)F